Methylenedinaphthalenesulfonic acid sodium salt [Na+].C(C1=C(C2=CC=CC=C2C=C1)S(=O)(=O)[O-])C1=C(C2=CC=CC=C2C=C1)S(=O)(=O)[O-].[Na+]